C(CCCCCCCCCCCC)O tridecanol